BrC=1C=C(C(=NC1)N1C[C@@H]2N([C@@H](CN(C2)C2=CC(N(C3=NC=CC=C23)C)=O)C)CC1)C 4-[(4R,9aR)-8-(5-bromo-3-methyl-2-pyridyl)-4-methyl-3,4,6,7,9,9a-hexahydro-1H-pyrazino[1,2-a]pyrazin-2-yl]-1-methyl-1,8-naphthyridin-2-one